(M)-6-chloro-7-(2-fluorophenyl)-1-(4-(hydroxymethyl)-2-(2-propanyl)-3-pyridinyl)-4-((2S)-2-methyl-4-(2-propenoyl)-1-piperazinyl)pyrido[2,3-d]pyrimidin-2(1H)-one ClC1=CC2=C(N(C(N=C2N2[C@H](CN(CC2)C(C=C)=O)C)=O)C=2C(=NC=CC2CO)C(C)C)N=C1C1=C(C=CC=C1)F